C1CCC(CC1)C1=CC(=CC=C1C(=O)N)C(=O)N 4-cyclohexane-terephthalamide